(2S)-2-{[(1R,2S,3S,5S,6R,7S)-5-methyl-4-azatricyclo[5.2.1.0^{2,6}]dec-8-en-3-yl]formamido}-3-[(3S)-2-oxopyrrolidin-3-yl]propanamide C[C@@H]1N[C@@H]([C@H]2[C@H]3C=C[C@@H]([C@@H]12)C3)C(=O)N[C@H](C(=O)N)C[C@H]3C(NCC3)=O